C[C@@H](CC1=CC=CC=C1)N(S(=O)(=O)N)CC1=CC=CC=C1 (S)-N-(1-methyl-2-phenylethyl)-N-benzyl-R-sulfamide